1-methyl-8-(1-methylethyl)-tricyclo[4.4.0.0(2,7)]dec-3-ene-3-methanol CC12C3C(=CCC2C3C(CC1)C(C)C)CO